FC1=C(N)C=C(C(=C1)C)C1=NC=CC=C1 2-Fluoro-4-methyl-5-(pyridin-2-yl)aniline